3-Methyl-1-(2-(6-(trifluoromethyl)imidazo[1,2-a]pyrazin-3-yl)pyrimidin-4-yl)piperidine-3-carboxamide CC1(CN(CCC1)C1=NC(=NC=C1)C1=CN=C2N1C=C(N=C2)C(F)(F)F)C(=O)N